FC1=CC=C(CN(S(=O)(=O)C2=CC=C(C=C2)NC(=O)NCC2=CC=NC=C2)CC2=CC(=CC=C2)OC)C=C1 N-(4-fluorobenzyl)-N-(3-methoxybenzyl)-4-(3-(pyridin-4-ylmethyl)ureido)benzenesulfonamide